IC1=CC(=NC(=C1)N1CCOCC1)N[C@@H](CO)CC (2R)-2-[[4-iodo-6-(morpholin-4-yl)pyridin-2-yl]amino]butan-1-ol